C(C)OC(=O)C1=NN(C(=C1)C1=CC=CC=C1)C1=C(C=C(C=C1)Cl)Cl 1-(2,4-dichlorophenyl)-5-phenylpyrazole-3-carboxylic acid ethyl ester